CS(=O)(=N)CCNC(OC(C)(C)C)=O Tert-butyl (2-(S-methylsulfonimidoyl)ethyl)carbamate